2-chloropyrimidine-5-carboxylic acid tert-butyl ester C(C)(C)(C)OC(=O)C=1C=NC(=NC1)Cl